2-ethoxy-6-morpholino-N-(3-phenylpropyl)-1H-benzo[d]Imidazole C(C)OC1=NC2=C(N1CCCC1=CC=CC=C1)C=C(C=C2)N2CCOCC2